2-fluorobutane-1,4-diamine dihydrochloride Cl.Cl.FC(CN)CCN